phosphoribosyl pyrophosphate O=P(O)(O)OC[C@H]1OC(OP(=O)(O)OP(=O)(O)O)[C@H](O)[C@@H]1O